m-(1-methoxy-1-methylpropoxy)styrene COC(CC)(OC=1C=C(C=C)C=CC1)C